NCCCCCC(=O)N1[C@@H](CCC1)CO N-(aminocaproyl)prolinol